2,4-bis(acetamido)-2,4,6-trideoxy-α-D-glucopyranose C(C)(=O)N[C@H]1[C@@H](O)O[C@@H]([C@H]([C@@H]1O)NC(C)=O)C